C(C)ON=C(N(C)C)C1=NC(=C(C=C1)S(=O)(=O)C)C1=NC2=C(N1C)C=CC(=C2)C(F)(F)F N'-ethoxy-N,N-dimethyl-5-Methylsulfonyl-6-[1-methyl-5-(trifluoromethyl)benzimidazol-2-yl]Pyridine-2-carboxamidine